[Cl-].C[N+](CCC[Si](OC)(OC)OC)(CCCCCCCCCCCCCCCCCC)C Dimethyloctadecyl(3-(trimethoxysilyl)-propyl)ammonium chlorid